N-(2-((R)-4-Cyanothiazolidin-3-yl)-2-oxoethyl)-6-((2R,5R)-2,5-dimethyl-morpholino)quinoline-4-carboxamide C(#N)[C@H]1N(CSC1)C(CNC(=O)C1=CC=NC2=CC=C(C=C12)N1C[C@H](OC[C@H]1C)C)=O